ClC1=CC=C(C=N1)O[C@@H]1CC[C@H](CC1)NC(C(CCOC1=CC=C(C=C1)Cl)(C)C)=O trans-N-(4-((6-chloropyridin-3-yl)oxy)cyclohexyl)-4-(4-chlorophenoxy)-2,2-dimethylbutyramide